[Cl-].[Cl-].C(COCCOCCOCC[N+]1=CC(=C(C=C1)\C=C\C1=CC=C(C=C1)N(CC)CC)C)[N+]1=CC(=C(C=C1)\C=C\C1=CC=C(C=C1)N(CC)CC)C 1,1'-(3,6,9-trioxaundecane-1,11-diyl)bis{4-[(E)-4-(diethylamino)styryl]-3-methylpyridin-1-ium} dichloride